C(#N)CC(=O)N1C[C@@H](CCC1)COC1=NC=CC2=CC(=C(C=C12)OC(C)C)C(=O)N 1-{[(3R)-1-(cyanoacetyl)piperidin-3-yl]methoxy}-7-(propan-2-yloxy)isoquinoline-6-carboxamide